N-methyl-2-[1-(4-phenylphenyl)sulfonylpyrrolidin-3-yl]-5,6,7,8-tetrahydropyrido[3,4-d]pyrimidin-4-amine CNC=1C2=C(N=C(N1)C1CN(CC1)S(=O)(=O)C1=CC=C(C=C1)C1=CC=CC=C1)CNCC2